2,4-diphenyl-butyronitrile C1(=CC=CC=C1)C(C#N)CCC1=CC=CC=C1